CC1([NH+](C(C=CC1)(C)C)[O-])C 2,2,6,6-tetramethylpyridine oxide